CN(C)P(N(C)C)[C-]1C=CC=C1.[C-]1(C=CC=C1)P(N(C)C)N(C)C.[Fe+2] r-bis[bis(dimethylamino)phosphino]ferrocene